C1(=CC=CC=C1)/C=C/C(=O)C1=C(C(=C(C=C1)OC)OC)OC (E)-3-phenyl-1-(2,3,4-trimethoxyphenyl)prop-2-en-1-one